C(C)(C)C=1N(N=C2C=CC(=CC12)C1=NC(=NC=C1)C1(CC=C2C(=NC=NC2=C1)NC1CCNCC1)N)C 7-(4-(3-isopropyl-2-methyl-2H-indazol-5-yl)pyrimidin-2-yl)-N4-(piperidin-4-yl)quinazoline-4,7-diamine